(1s,4s)-4-((2-((2-(1-(Cyclopropylsulfonyl)-1H-pyrazol-4-yl)pyrimidin-4-yl)amino)-5-(1-(difluoromethyl)-1H-pyrazol-3-yl)pyridin-4-yl)amino)-N,N-dimethylcyclohexane-1-carboxamide C1(CC1)S(=O)(=O)N1N=CC(=C1)C1=NC=CC(=N1)NC1=NC=C(C(=C1)NC1CCC(CC1)C(=O)N(C)C)C1=NN(C=C1)C(F)F